C(C1=C(C(=O)[O-])C(C(=O)[O-])=C(C(=O)[O-])C(C(=O)[O-])=C1C(=O)[O-])(=O)[O-].[Cu+2].[Cu+2].[Cu+2] copper(II) mellitate